C(C)(C)(C)OC(=O)N1CCC(CC1)OC1=C(C=C(C=C1)Br)Cl 4-(4-bromo-2-chlorophenoxy)piperidine-1-carboxylic acid tert-butyl ester